1-[2-chloro-5-(trifluoromethyl)phenyl]-3-[(1S)-1-(2-pyrimidin-2-yl-1,2,4-triazol-3-yl)ethyl]urea ClC1=C(C=C(C=C1)C(F)(F)F)NC(=O)N[C@@H](C)C=1N(N=CN1)C1=NC=CC=N1